C(C)(C)(C)OCCN(CCC(C(=O)O)NC(CC(C(F)(F)F)(C)C)=O)CCCCC1=NC=2NCCCC2C=C1 4-[2-tert-butoxyethyl-[4-(5,6,7,8-tetrahydro-1,8-naphthyridin-2-yl)butyl]amino]-2-[(4,4,4-trifluoro-3,3-dimethyl-butanoyl)amino]butanoic acid